ClC1=NC=CC=C1C(=O)C=1NC=CC1 (2-chloropyrid-3-yl)(1H-pyrrol-2-yl)methanone